C1C(=CC2=CC=CC=C12)C1=C(C=CC=C1)B1OC(C(O1)(C)C)(C)C 2-(2-(1H-inden-2-yl)phenyl)-4,4,5,5-tetramethyl-1,3,2-dioxaborolane